1-(4-Iodophenyl)-4-[(5-nitrofuran-2-yl)methyl]piperazine IC1=CC=C(C=C1)N1CCN(CC1)CC=1OC(=CC1)[N+](=O)[O-]